N[C@H](C(=O)O)C1=CC=CC=C1 (S)-2-amino-2-phenylacetic acid